2-[2-[8-methyl-6-[(3R)-3-methyl-3-phenyl-pyrrolidin-1-yl]-[1,2,4]triazolo[1,5-a]pyridin-2-yl]ethyl]-2,9-diazaspiro[5.5]undecan-1-one CC=1C=2N(C=C(C1)N1C[C@](CC1)(C1=CC=CC=C1)C)N=C(N2)CCN2C(C1(CCC2)CCNCC1)=O